FC=1C=C(C=CC1F)C(CC[C@H]1C[C@@H]2N(CCN(C2)C(=O)OC(C)(C)C)C1=O)=C tert-butyl (7S,8aS)-7-(3-(3,4-difluorophenyl)but-3-en-1-yl)-6-oxohexahydropyrrolo[1,2-a]pyrazine-2(1H)-carboxylate